C(C)(C)(C)OC(=O)N[C@H](CCCC1=C(C=CC(=C1)C)S(=O)(=O)O)C1CC1.C(C(C)O)O 1,2-propanediol [(4R)-4-(tert-butoxycarbonylamino)-4-cyclopropyl-butyl]4-methylbenzenesulfonate